C(#N)\C(=C/[C@H]1C([C@@H]1C(=O)OC)(C)C)\C methyl (1r,3r)-3-[(Z)-2-cyano-1-propen-1-yl]-2,2-dimethylcyclopropane-carboxylate